octyl-dodecyl-propylene glycol citrate C(CC(O)(C(=O)O)CC(=O)O)(=O)O.C(CCCCCCC)C(C(C)O)(CCCCCCCCCCCC)O